5-(difluoromethyl)indolizine-2-carboxylic acid FC(C=1N2C=C(C=C2C=CC1)C(=O)O)F